1-(3-((1-(cyclopropylmethyl)-6-((5-methylthiazol-2-yl)amino)-1H-pyrrolo[3,2-c]pyridin-4-yl)oxy)-3-methylazetidin-1-yl)prop-2-en-1-one C1(CC1)CN1C=CC=2C(=NC(=CC21)NC=2SC(=CN2)C)OC2(CN(C2)C(C=C)=O)C